phthalazine-1(2H)-one C1(NN=CC2=CC=CC=C12)=O